FC1=CC=CC(=N1)C(C(C1=NC=CC=C1)NC(OC(C)(C)C)=O)=O tert-butyl [2-(6-fluoropyridin-2-yl)-2-oxo-1-(pyridin-2-yl)ethyl]carbamate